N-(oxetan-3-yl)pyridazine-3-carboxamide O1CC(C1)NC(=O)C=1N=NC=CC1